(4'-ethylbenzylidene)-1-allyl-sorbitol C(C)C1=CC=C(C=C([C@H]([C@H]([C@@H]([C@H](C(O)CC=C)O)O)O)O)O)C=C1